F[C@@H]1[C@@H](CN(C1)C1=NOC(C1)(C1=NC=C(C=C1C1=C(C=C(C=C1F)F)F)C)CF)NS(=O)(=O)C N-[(3R,4S)-4-fluoro-1-{5-(fluoromethyl)-5-[5-methyl-3-(2,4,6-trifluorophenyl)pyridin-2-yl]-4,5-dihydro-1,2-oxazol-3-yl}pyrrolidin-3-yl]methanesulfonamide